3-((1-fluorocyclopropyl)methyl)-1-(5-(2-methoxypyrimidin-5-yl)pyrazin-2-yl)urea FC1(CC1)CNC(NC1=NC=C(N=C1)C=1C=NC(=NC1)OC)=O